ClC1=CC=C(OC2(CC(CCC2)C)C#CC=2C=C(C=[NH+]C2)O)C=C1 5-((1-(4-chlorophenoxy)-3-methylcyclohexyl)ethynyl)-3-hydroxypyridinium